O=C1NC(CCC1N1C(C2=CC=CC(=C2C1)CCCCCCN1CCN(CC1)C1CCN(CC1)C=1C(=CC2=C(C(C=3NC4=CC(=CC=C4C3C2=O)C#N)(C)C)C1)CC)=O)=O 8-(4-(4-(6-(2-(2,6-dioxopiperidin-3-yl)-1-oxoisoindolin-4-yl)hexyl)piperazin-1-yl)piperidin-1-yl)-9-ethyl-6,6-dimethyl-11-oxo-6,11-dihydro-5H-benzo[b]carbazole-3-carbonitrile